4-(2-(4-(2-acetyl-5-chlorophenyl)-5-methoxy-2-oxopyridin-1(2H)-yl)-3-(4'-cyano-2'-methyl-[1,1'-biphenyl]-4-yl)propionylamino)benzoic acid methyl ester COC(C1=CC=C(C=C1)NC(C(CC1=CC=C(C=C1)C1=C(C=C(C=C1)C#N)C)N1C(C=C(C(=C1)OC)C1=C(C=CC(=C1)Cl)C(C)=O)=O)=O)=O